C(C1=CC=CC=C1)S/C(=C/C(O)C1=CC=CC=C1)/[Si](C)(C)C (E)-3-(Benzylthio)-1-phenyl-3-(trimethylsilyl)prop-2-en-1-ol